8-Chloro-2-(tetrahydro-2H-pyran-4-yl)-6-vinylquinoline ClC=1C=C(C=C2C=CC(=NC12)C1CCOCC1)C=C